ClC=1C=CC=C2C(C=C(OC12)C1=C(OCC2CC(C2)C(=O)O)C=CC=C1)=O 3-[[2-(8-chloro-4-oxo-chromen-2-yl)phenoxy]methyl]cyclobutanecarboxylic acid